FC1(CN(C(OC1)=O)C(C)CC#C[Si](C)(C)C)F 5,5-difluoro-3-(5-(trimethylsilyl)pent-4-yn-2-yl)-1,3-oxazin-2-one